CN1C2(CCC2)COC1=O N-methyl-6-oxo-7-oxa-5-azaspiro[3.4]octane